1,4-Benzenedicarboxylic acid, 1,4-bis[4-(chlorocarbonyl)phenyl] ester C1(=CC=C(C=C1)C(=O)OC1=CC=C(C=C1)C(=O)Cl)C(=O)OC1=CC=C(C=C1)C(=O)Cl